6-chloro-2-methyl-3-nitropyridine ClC1=CC=C(C(=N1)C)[N+](=O)[O-]